benzyl (S)-3-(((2-(tert-butoxy)-2-oxoethyl)((((di-tert-butoxyphosphoryl)oxy)methoxy)carbonyl)amino)methyl)morpholine-4-carboxylate C(C)(C)(C)OC(CN(C(=O)OCOP(=O)(OC(C)(C)C)OC(C)(C)C)C[C@@H]1N(CCOC1)C(=O)OCC1=CC=CC=C1)=O